(S)-4-Acetylamino-4-{(2S,5S)-4-oxo-2-[(1H-[1,2,3]triazol-4-ylmethyl)-carbamoyl]-1,2,4,5,6,7-hexahydro-azepino[3,2,1-hi]indol-5-ylcarbamoyl}-butyric acid C(C)(=O)N[C@@H](CCC(=O)O)C(N[C@H]1CCC=2C=CC=C3C[C@H](N(C23)C1=O)C(NCC=1N=NNC1)=O)=O